BrC1=C(C(=C(C(=O)[O-])C=C1)[N+](=O)[O-])NC=O 4-bromo-3-formamido-2-nitrobenzoate